CN1CC=CC2=CC=CC=C12 N-methyl-quinoline